C12CN(CC(N1)C2)C=2OC1=C(N2)C=C(C=C1C=1SC=CN1)OC1=NC=C(C=C1)C(F)(F)F 2-(3,6-diazabicyclo[3.1.1]heptan-3-yl)-7-(thiazol-2-yl)-5-((5-(trifluoromethyl)pyridin-2-yl)oxy)-benzo[d]oxazole